N-tert-butyl-N'-phenylthiourea C(C)(C)(C)NC(=S)NC1=CC=CC=C1